CC1=NC=CC(=C1)C=1C=C(C=CC1)C=1N=C(SC1)N 4-(3-(2-methylpyridin-4-yl)phenyl)thiazol-2-amine